ClC1=NC=C(C(=N1)N1C[C@@]2([C@](C1)(CN(C2)C(=O)OC(C)(C)C)C)C)Cl Tert-butyl (3aR,6aS)-5-(2,5-dichloropyrimidin-4-yl)-3a,6a-dimethylhexahydropyrrolo[3,4-c]pyrrole-2(1H)-carboxylate